CC[C@H](C)[C@@H](C(=O)NCC(=O)N[C@@H](CC1=CC=CC=C1)C(=O)N[C@@H](CCC(=O)O)C(=O)N[C@@H](C(C)C)C(=O)N[C@@H](CCC(=O)N)C(=O)N[C@@H](CCC(=O)O)C(=O)N[C@@H](CCC(=O)O)C(=O)O)NC(=O)[C@H]([C@@H](C)O)NC(=O)[C@H](C)NC(=O)[C@H](CCCCNC(=O)CCCCCBr)NC(=O)[C@H](CC(=O)O)NC(=O)C The molecule is a mimotope of the pyruvate dehydrogenase E2 component (PDC-E2) comprising a 6-bromohexanoyl group linked to the lipoated PDC-E2 core dodecapeptide (DKATIGFEVQEE) at N-6 of lysine. It has a role as a mimotope. It is a polypeptide and a lipopeptide.